3-(Ethoxymethoxy)-4-(5-methoxy-3-(methylthio)-1,2,4-triazin-6-yl)benzaldehyde C(C)OCOC=1C=C(C=O)C=CC1C1=C(N=C(N=N1)SC)OC